4-((5-bromothiophen-2-yl)methylene)-2-(2-(difluoro-methoxy)phenyl)oxazol-5(4H)-one BrC1=CC=C(S1)C=C1N=C(OC1=O)C1=C(C=CC=C1)OC(F)F